piperidine-3-carboxylic acid ((R,S)-1-pyrimidin-2-yl-ethyl)-amide N1=C(N=CC=C1)[C@@H](C)NC(=O)C1CNCCC1